potassium morpholindithiocarbamic acid N1(CCOCC1)NC(=S)S.[K]